1-pyrrolidin-1-ylbutan-1-one N1(CCCC1)C(CCC)=O